N1N=CC2=CC=C(C=C12)C=1C(C=2C(=CN=C(C2)N[C@@H](C)C2=CC=NC=C2)OC1)=O (S)-3-(1H-indazol-6-yl)-6-((1-(pyridin-4-yl)ethyl)amino)-4H-pyrano[2,3-c]pyridin-4-one